6-benzyl-3-(4-pyridyl)imidazo[1,2-b]pyridazine C(C1=CC=CC=C1)C=1C=CC=2N(N1)C(=CN2)C2=CC=NC=C2